(S)-5-(8-amino-1-(4-(pyridin-2-ylcarbamoyl)phenyl)imidazo[1,5-a]pyrazin-3-yl)-4-azaspiro[2.4]heptane-4-carboxylic acid tert-butyl ester C(C)(C)(C)OC(=O)N1C2(CC2)CC[C@H]1C1=NC(=C2N1C=CN=C2N)C2=CC=C(C=C2)C(NC2=NC=CC=C2)=O